2-Isopropoxy-1-methoxy-4-nitrobenzene C(C)(C)OC1=C(C=CC(=C1)[N+](=O)[O-])OC